C(C)(C)OC(=O)[C@@H]1C[C@H](CCC1)OC=1C(=NC(=NC1)C=1C=NN(C1CO)C)C (1s,3s)-3-((2-(5-(hydroxymethyl)-1-methyl-1H-pyrazol-4-yl)-4-methylpyrimidin-5-yl)oxy)cyclohexane-1-carboxylic acid isopropyl ester